CC(C1=CC=CC=C1)(C)C=1C(=C(C=C(C1)C(C1=CC=CC=C1)(C)C)C1=CC=CC=2NN=NC21)O (3',5'-bis(α,α-dimethylbenzyl)-2'-hydroxyphenyl)benzotriazole